CC1(CC1)CC1(CCC2(OCCO2)CC1)C#N 8-((1-Methylcyclopropyl)methyl)-1,4-dioxaspiro[4.5]decane-8-carbonitrile